FC(C(=O)O)(F)F.C(C)[C@H]1N[C@H](CC(C1)OC=1N=NC(=CN1)C1=C(C=C(C=C1)C=1C=NNC1)O)CC 2-(3-{[(2r,4s,6s)-2,6-diethylpiperidin-4-yl]oxy}-1,2,4-triazin-6-yl)-5-(1H-pyrazol-4-yl)phenol trifluoroacetate